CN(CCN1C2=C(OCC1)C=CC(=C2)NS(=O)(=O)C2=CC=C(C1=CC=CC=C21)NC(C2=C(C=CC=C2)C)=O)C N-(4-(N-(4-(2-(dimethylamino)ethyl)-3,4-dihydro-2H-benzo[b][1,4]oxazin-6-yl)sulfamoyl)naphthalen-1-yl)-2-methylbenzamide